2-(2,6-dioxo-3-piperidyl)-4-(5-hydroxypentylamino)isoindoline-1,3-dione O=C1NC(CCC1N1C(C2=CC=CC(=C2C1=O)NCCCCCO)=O)=O